7-[4-(2-ethoxyethoxy)-3,5-dimethylphenyl]-N-[4-[[N-methyl-N-(tetrahydro-2H-pyran-4-yl)amino]methyl]phenyl]-1,1-dioxo-2,3-dihydro-1-benzothiepine-4-carboxamide C(C)OCCOC1=C(C=C(C=C1C)C=1C=CC2=C(C=C(CCS2(=O)=O)C(=O)NC2=CC=C(C=C2)CN(C2CCOCC2)C)C1)C